(cis)-3-amino-3-(aminomethyl)-2-({[1,1'-biphenyl]-3-yl}methyl)piperidine-1-carboxylic acid tert-butyl ester C(C)(C)(C)OC(=O)N1[C@H]([C@@](CCC1)(CN)N)CC=1C=C(C=CC1)C1=CC=CC=C1